BrC1=CC(=C(O[C@H](C(=O)OC)C(C)C)C=C1)C1=NOCC1OCCCC methyl (2S)-2-[4-bromo-2-(4-butoxy-4,5-dihydroisoxazol-3-yl)phenoxy]-3-methylbutanoate